OCC1CN(CCN1)C1=CC=C(C=C1)O 4-(3-(hydroxymethyl)piperazin-1-yl)phenol